fluorophenylenediamine FNC1=C(C=CC=C1)N